C1=CC=C2C(=C1)C(=C(S2)/C=C\\C(=O)C(=O)O)O The molecule is a 4-(3-hydroxy-1-benzothiophen-2-yl)-2-oxobut-3-enoic acid in which the acyclic double bond has Z-geometry. It is a conjugate acid of a cis-4-(3-hydroxy-1-benzothiophen-2-yl)-2-oxobut-3-enoate.